FC1=CC=C(C=C1)C(N1[C@@H](CN(CC1)C1=C(C(N(C=2C=CC(=NC12)C#N)C)=O)C#N)C)C1=NC=C(C=C1)F 8-[(3R)-4-[(4-Fluorophenyl)(5-fluoropyridin-2-yl)methyl]-3-methylpiperazin-1-yl]-5-methyl-6-oxo-5,6-dihydro-1,5-naphthyridin-2,7-dicarbonitril